Flavone Acetate C(C)(=O)O.O1C(=CC(=O)C2=CC=CC=C12)C1=CC=CC=C1